C(C)(C)(C)OC(=O)N1CC(CC(C1)C)CO 3-(hydroxymethyl)-5-methylpiperidine-1-carboxylic acid tert-butyl ester